[Br].N1=CC=CC=C1 pyridine bromine salt